C(C)(C)(C)OC(N(C)C1CC2=CC(=CC(=C2C1)Cl)Br)=O N-(6-bromo-4-chloro-2,3-dihydro-1H-inden-2-yl)-N-methylcarbamic acid tert-butyl ester